ClC=1C=C2C(NC(=NC2=C(C1)Cl)NC1=CC(=CC(=C1)Cl)Cl)=O 6,8-dichloro-2-((3,5-dichlorophenyl)amino)quinazoline-4(3H)-One